ClC1=C(C=NN(C1=O)CC1=NC(=NO1)CCC1=CC=C(C=C1)Cl)NC(COC)=O N-[5-chloro-1-({3-[2-(4-chlorophenyl)ethyl]-1,2,4-oxadiazol-5-yl}methyl)-6-oxo-1,6-dihydropyridazin-4-yl]-2-methoxyacetamide